CN1C=NC(=C1)CCNC=1SC=CN1 [2-(1-Methyl-1H-imidazol-4-yl)-ethyl]thiazol-2-yl-amine